benzofuran-3-yl(3,5-dibromo-4-hydroxyphenyl)methanone O1C=C(C2=C1C=CC=C2)C(=O)C2=CC(=C(C(=C2)Br)O)Br